tert-Butyl (S)-((2-((8-chloro-5-methyl-4-oxo-2,3,4,5-tetrahydropyrido[3,2-b][1,4]oxazepin-3-yl)carbamoyl)-4-phenylpyrimidin-5-yl)methyl)carbamate ClC1=CC=2OC[C@@H](C(N(C2N=C1)C)=O)NC(=O)C1=NC=C(C(=N1)C1=CC=CC=C1)CNC(OC(C)(C)C)=O